1,4-dioxa-7,9-diphenyl-8-[2,6-bis(2,4,6-triisopropylphenyl)phenyl]-8-phosphaspiro[4.5]Decane C1(=CC=CC=C1)C1CC2(OCCO2)CC(P1C1=C(C=CC=C1C1=C(C=C(C=C1C(C)C)C(C)C)C(C)C)C1=C(C=C(C=C1C(C)C)C(C)C)C(C)C)C1=CC=CC=C1